ClC1=C(CCN2C=3N(C4=CC=C(C=C4C2=O)F)C(NN3)=S)C=CC=C1 4-(2-chlorophenethyl)-7-fluoro-1-thioxo-2,4-dihydro-[1,2,4]triazolo[4,3-a]quinazolin-5(1H)-one